GAMMA-CARBOXY-GLUTAMATE C(=O)(O)C(C[C@H](N)C(=O)[O-])C(=O)[O-]